bis(1,5-cyclooctadiene) rhodium (I) tetrafluoroborate hydrate O.F[B-](F)(F)F.[Rh+].C1=CCCC=CCC1.C1=CCCC=CCC1